3-{4-tert-butoxycarbonyl-4-[4,7,10-tris(tert-butoxycarbonylmethyl)-1,4,7,10-tetraaza-1-cyclododecyl]butyrylamino}propanoic acid C(C)(C)(C)OC(=O)C(CCC(=O)NCCC(=O)O)N1CCN(CCN(CCN(CC1)CC(=O)OC(C)(C)C)CC(=O)OC(C)(C)C)CC(=O)OC(C)(C)C